(3-fluoro-5-(1-(pyridin-2-yl)-1H-pyrazol-4-yl)phenyl)methylamine FC=1C=C(C=C(C1)C=1C=NN(C1)C1=NC=CC=C1)CN